5-(2-(((1S,2R)-2-(4-Fluorophenyl)cyclopropyl)amino)acetyl)-N-hydroxy-4,5,6,7-tetrahydrothieno[3,2-c]pyridine-2-carboxamide TFA salt OC(=O)C(F)(F)F.FC1=CC=C(C=C1)[C@@H]1[C@H](C1)NCC(=O)N1CC2=C(CC1)SC(=C2)C(=O)NO